trans-2-(1-cyclohexenyl)vinyl-boronic acid pinacol ester C1(=CCCCC1)/C=C/B1OC(C)(C)C(C)(C)O1